C1(=CC=CC=C1)C(C1=CC=CO1)(C1=CC=CC=C1)O α,α-diphenyl-furfuryl alcohol